5-(4-((3-(4-((3-((2,6-Dimethylphenyl)amino)-1-methyl-1H-pyrazolo[3,4-d]pyrimidin-6-yl)amino)phenyl)azetidin-1-yl)methyl)piperidin-1-yl)-2-(2,6-dioxopiperidin-3-yl)isoindoline-1,3-dione CC1=C(C(=CC=C1)C)NC1=NN(C2=NC(=NC=C21)NC2=CC=C(C=C2)C2CN(C2)CC2CCN(CC2)C=2C=C1C(N(C(C1=CC2)=O)C2C(NC(CC2)=O)=O)=O)C